C12(OCC(C1)C2)COC=2C=C(C(=C(C(=O)OC)C2)F)C=2SC(=CN2)C methyl 5-((2-oxabicyclo[2.1.1]hex-1-yl)methoxy)-2-fluoro-3-(5-methylthiazol-2-yl)benzoate